ClC1=NC=2C=CC3=C(C2N=C1)C1=C(S3)C(N[C@@H](CN1)C)=O (R)-3-chloro-10-methyl-9,10,11,12-tetrahydro-8H-[1,4]diazepino[5',6':4,5]thieno[3,2-f]quinoxalin-8-one